5-(1-naphthalenyl)-1-pentyl-1H-pyrrol C1(=CC=CC2=CC=CC=C12)C1=CC=CN1CCCCC